((2-methyl-5-(5-phenyl-1,3,4-oxadiazol-2-yl)phenyl)sulfonyl)morpholine CC1=C(C=C(C=C1)C=1OC(=NN1)C1=CC=CC=C1)S(=O)(=O)N1CCOCC1